FC1=C(OC2=C(C#N)C=C(C(=C2)C2=NN=CN2C)C)C=CC(=C1)OCCCN1C(OCC1)=O 2-[2-fluoro-4-[3-(2-oxooxazolidin-3-yl)propoxy]phenoxy]-5-methyl-4-(4-methyl-1,2,4-triazol-3-yl)benzonitrile